C(C)(C)(C)NC(=O)C1=CC=C(C=C1)NC=1C(=NN(C1)C1=C(C=CC=C1F)F)C(=O)N 4-((4-(tert-butylcarbamoyl)phenyl)amino)-1-(2,6-difluorophenyl)-1H-pyrazole-3-carboxamide